COC([C@@H](NC(C1=CC=C(C=C1)F)=O)C(C)C)=O (4-fluorobenzoyl)-L-valine methyl ester